C(C)(C)(C)C1=C(C=CC(=C1)C(C)(C)C)O 2,4-DI-TERT-BUTYLPHENOL